FC=1C=C2NC(C(NC2=C(C1)F)=S)(C)C 6,8-difluoro-3,3-dimethyl-3,4-dihydro-1H-quinoxaline-2-thione